SC(COC1=CC=C(C=C1)C(C1=CC=C(C=C1)OCC(CC)S)C1=CC=C(C=C1)OCC(CC)S)CC tris(4-(2-mercaptobutoxy)phenyl)methane